1-(bis(4-fluorophenyl)methyl)piperazine-2-carboxylic acid FC1=CC=C(C=C1)C(N1C(CNCC1)C(=O)O)C1=CC=C(C=C1)F